6-methoxy-N-(3-(2-(methylamino)-2-oxoethyl)benzyl)-5-((E)-2-(trans-4-(trifluoromethyl)cyclohexyl)vinyl)nicotinamide COC1=NC=C(C(=O)NCC2=CC(=CC=C2)CC(=O)NC)C=C1\C=C\[C@@H]1CC[C@H](CC1)C(F)(F)F